N-(2-isobutyl-2-azaspiro[3.3]heptan-6-yl)-5-(1-methyl-1H-benzo[d][1,2,3]triazol-6-yl)pyrrolo[2,1-f][1,2,4]triazin-2-amine C(C(C)C)N1CC2(C1)CC(C2)NC2=NN1C(C=N2)=C(C=C1)C=1C=CC2=C(N(N=N2)C)C1